NC=1C(=CC(=C(C1)NC1=NC=C(C(=N1)N1CC(C2=NC(=CC=C21)C)(C)C)C(=O)OC(C)C)OC)N2C[C@@H](CC2)N(C)C isopropyl (R)-2-((5-amino-4-(3-(dimethylamino) pyrrolidin-1-yl)-2-methoxy-phenyl)amino)-4-(3,3,5-trimethyl-2,3-dihydro-1H-pyrrolo[3,2-b]pyridin-1-yl)pyrimidine-5-carboxylate